C(C)(C)(C)OC(=O)N[C@@H]([C@@H](C(=O)N[C@H](C(=O)O)CC1=CC=C(C=C1)OC)O)CC1=CC=CC=C1 (2S)-2-[[(2S,3R)-3-(tert-butoxycarbonylamino)-2-hydroxy-4-phenyl-butanoyl]amino]-3-(4-methoxyphenyl)propanoic acid